ClC=1C=CC(=C(C1)S(=O)(=O)NC1=C(C(=C(C=C1)F)C=1C=C2C=NC(=NC2=CC1)NC1CCC(CC1)O)F)C(F)(F)F 5-chloro-N-(2,4-difluoro-3-(2-(((1r,4r)-4-hydroxycyclohexyl)amino)quinazolin-6-yl)phenyl)-2-(trifluoromethyl)benzenesulfonamide